C1(=CC=CC2=CC=CC=C12)N(C1=CC=C(C=C1)C1=CC=C(C=C1)N(C1=CC=C(C=C1)C=C)C1=CC=CC2=CC=CC=C12)C1=CC=C(C=C1)C=C N4,N4'-bis(naphthalene-1-yl)-N4,N4'-bis(4-vinylphenyl)biphenyl-4,4'-diamine